(3-Fluoro-5-(1-(pyridin-2-yl)-1H-pyrazol-4-yl)phenyl)methanamine FC=1C=C(C=C(C1)C=1C=NN(C1)C1=NC=CC=C1)CN